(Z)-3-(5-(4-amino-3-((5-(4-(1-(4-hydroxyphenyl)-2-phenylbut-1-en-1-yl)phenoxy)pentyl)oxy)phenyl)-1-oxoisoindolin-2-yl)piperidine-2,6-dione NC1=C(C=C(C=C1)C=1C=C2CN(C(C2=CC1)=O)C1C(NC(CC1)=O)=O)OCCCCCOC1=CC=C(C=C1)\C(=C(\CC)/C1=CC=CC=C1)\C1=CC=C(C=C1)O